[Cl-].N1CCCCC1 piperidine chloride